Cl.Cl.CC=1SC(=CC1C(=O)NC=1SC(=NN1)C)[C@H]1[C@@H](C1)NCC1CCOCC1 2-methyl-N-(5-methyl-1,3,4-thiadiazol-2-yl)-5-(trans-2-((tetrahydro-2H-pyran-4-ylmethyl)amino)cyclopropyl)thiophene-3-carboxamide Dihydrochloride